N-(3-cyclopropyl-1H-pyrazol-5-yl)-2-(1-(4-methoxypyridin-2-yl)-1H-pyrazol-4-yl)propanamide C1(CC1)C1=NNC(=C1)NC(C(C)C=1C=NN(C1)C1=NC=CC(=C1)OC)=O